C(#N)C=CC1=CC(=C(C(=C1)F)NC1=NC=NC2=CC=C(C=C12)O)F 4-((4-(2-cyanovinyl)-2,6-difluorophenyl)amino)-6-hydroxyquinazolin